FC1=CC=C(C=C1)C1CN(CC12CCN(CC2)C([C@@H](C(C)C)NC(C2=CN=CC(=C2)C)=O)=O)C N-((2R)-1-(4-(4-fluorophenyl)-2-methyl-2,8-diazaspiro-[4.5]decan-8-yl)-3-methyl-1-oxobutan-2-yl)-5-methylnicotinamide